C1(=CC=CC=C1)C=1N=C(SC1)C1CCNCC1 4-(4-phenyl-1,3-thiazol-2-yl)piperidine